COC=1C=C2C=NN(C(C2=CC1OC)=O)C 6,7-dimethoxy-2-methylphthalazin-1(2H)-one